C(C)(=O)C=1C=C(C=C2C(N(C(=NC12)OCC(C)C)C)=O)C 8-acetyl-3,6-dimethyl-2-(2-methylpropyloxy)quinazolin-4-one